(S)-2,3-dihydroxypropyl 2-hydroxybenzoate OC1=C(C(=O)OC[C@H](CO)O)C=CC=C1